(1r,4r)-N1-(5-chloro-2-ethoxybenzyl)cyclohexane-1,4-diamine ClC=1C=CC(=C(CNC2CCC(CC2)N)C1)OCC